2-(benzylamino)-3,4,5,6-tetrafluoro-N,N-dimethylbenzenesulfonamide C(C1=CC=CC=C1)NC1=C(C(=C(C(=C1F)F)F)F)S(=O)(=O)N(C)C